3-(4-((3-chloro-2-fluorophenyl)amino)-7-methoxyquinazolin-6-yl)-2-oxo-1-oxa-3,8-diazaspiro[4.5]decane-8-carboxylic acid tert-butyl ester C(C)(C)(C)OC(=O)N1CCC2(CN(C(O2)=O)C=2C=C3C(=NC=NC3=CC2OC)NC2=C(C(=CC=C2)Cl)F)CC1